(1S,3'R,4'S,5'S,6'R)-5-chloro-6'-methyl-6-(4-trifluoromethylphenyl)-3',4',5',6'-tetrahydro-3H-spiro[isobenzofuran-1,2'-pyran]-3',4',5'-triol ClC=1C=C2CO[C@]3(O[C@@H]([C@H]([C@@H]([C@H]3O)O)O)C)C2=CC1C1=CC=C(C=C1)C(F)(F)F